N-(11,11-diphenyl-11H-benzo[a]fluoren-9-yl)-7,7-dimethyl-N-phenyl-7H-fluoreno[4,3-b]benzofuran-5-amine C1(=CC=CC=C1)C1(C2=CC(=CC=C2C2=CC=C3C(=C12)C=CC=C3)N(C3=CC=1C(C=2C=CC=CC2C1C=1OC2=C(C13)C=CC=C2)(C)C)C2=CC=CC=C2)C2=CC=CC=C2